7-[3-(dimethylamino) propyl]-4-(3-{[(10E)-1-oxooctadec-9-enyl] oxy} propyl)-11-methyl-6-oxo-7,11-diaza-5-oxadodec-1-yl (10E)-octadec-9-enoate C(CCCCCCC\C=C\CCCCCCCC)(=O)OCCCC(OC(N(CCCN(C)C)CCCN(C)C)=O)CCCOC(CCCCCCC\C=C\CCCCCCCC)=O